3-[3-chloro-4-(1,4-dioxaspiro[4.5]decan-8-yl)phenyl]-2-methyl-propan-1-ol ClC=1C=C(C=CC1C1CCC2(OCCO2)CC1)CC(CO)C